2,3-bis(3,4-epoxycyclohexyl)oxirane C1(CC2C(CC1)O2)C2OC2C2CC1C(CC2)O1